5-chloro-2-methyl-N-((1r,4r)-4-((3-(6-(4-methylpiperazin-1-yl)pyridin-3-yl)-2-oxo-2,3-dihydro-1H-benzo[d]imidazol-1-yl)methyl)cyclohexyl)nicotinamide ClC=1C=NC(=C(C(=O)NC2CCC(CC2)CN2C(N(C3=C2C=CC=C3)C=3C=NC(=CC3)N3CCN(CC3)C)=O)C1)C